6-(6'-amino-5-(4-(4,4-difluorobutyl)piperazin-1-yl)-2'-fluoro-[2,3'-bipyridin]-5'-yl)-3,4-dihydroisoquinolin-1(2H)-one NC1=C(C=C(C(=N1)F)C1=NC=C(C=C1)N1CCN(CC1)CCCC(F)F)C=1C=C2CCNC(C2=CC1)=O